C(#N)C1=CC=C(CNC(=O)C2=NN(C=3C(N(CCC32)CC3(CC3)S(NC(CO)(CO)CO)(=O)=O)=O)C)C=C1 N-(4-cyanobenzyl)-6-((1-(N-(1,3-dihydroxy-2-(hydroxymethyl)propan-2-yl)sulfamoyl)cyclopropyl)methyl)-1-methyl-7-oxo-4,5,6,7-tetrahydro-1H-pyrazolo[3,4-c]pyridine-3-carboxamide